5-(3-((4-(cyclopropoxymethyl)phenyl)carbamoyl)phenyl)-2-methylnicotinic acid C1(CC1)OCC1=CC=C(C=C1)NC(=O)C=1C=C(C=CC1)C=1C=NC(=C(C(=O)O)C1)C